(S or R)-2-(2-methyl-5-(2-(((R)-phenyl((R)-1,2,3,4-tetrahydropyrido[2,3-b]pyrazin-3-yl)methyl)amino)ethyl)phenyl)propanoic acid CC1=C(C=C(C=C1)CCN[C@@H]([C@H]1CNC2=C(N1)N=CC=C2)C2=CC=CC=C2)[C@@H](C(=O)O)C |o1:27|